2,6-di-tert-butyl-4-(2-thiophenylmethylene)-2,5-cyclohexadiene-1-one C(C)(C)(C)C=1C(C(=CC(C1)=CC=1SC=CC1)C(C)(C)C)=O